OC1C(OC(C(C1)O)CO)C(=O)O 3,5-dihydroxy-6-(hydroxymethyl)tetrahydro-2H-pyran-2-carboxylic acid